Bicyclo[2.1.1]Hexane-1-carboxylic acid C12(CCC(C1)C2)C(=O)O